C(C=C)(=O)OCCCCCCCCCCCC[Si](Br)(Br)Br acryloxydodecyltribromosilane